N-((1s,4s)-4-((7-Morpholino-1,6-naphthyridin-5-yl)oxy)cyclohexyl)-5H-pyrrolo[3,2-d]pyrimidin-2-amine O1CCN(CC1)C1=NC(=C2C=CC=NC2=C1)OC1CCC(CC1)NC=1N=CC2=C(N1)C=CN2